6-methyl-2-hydroxynaphthalene-1,4-dione CC=1C=C2C(C=C(C(C2=CC1)=O)O)=O